CO[C@@H]1C=C2N(NOC2=O)C1 (R)-5-methoxy-3-oxo-5,6-dihydro-3H-pyrrolo[1,2-C][1,2,3]oxadiazol